C(C)(C)(C)OC(=O)N1CC(C1)CN1C(C(N(C2=CC(=C(C=C12)F)Br)CCN(C)C)=O)=O 3-((6-bromo-4-(2-(dimethylamino)ethyl)-7-fluoro-2,3-dioxo-3,4-dihydroquinoxalin-1(2H)-yl)methyl)azetidine-1-carboxylic acid tert-butyl ester